3-(2-((S)-3,3-difluoro-2-methylazetidin-1-yl)7,7-difluoro-6,7-dihydro-5H-cyclopenta[d]pyrimidin-4-yl)-5-((R)-pyrrolidin-3-yl)-1,2,4-oxadiazole FC1([C@@H](N(C1)C=1N=C(C2=C(N1)C(CC2)(F)F)C2=NOC(=N2)[C@H]2CNCC2)C)F